C1(CC1)C=1N=NN(C1)[C@H](C(=O)N1[C@@H](C[C@H](C1)O)C(=O)N[C@@H](C)C1=CC=C(C=C1)C1=C(N=CS1)C)C(C)(C)C (2S,4R)-1-((S)-2-(4-cyclopropyl-1H-1,2,3-triazol-1-yl)-3,3-dimethylbutyryl)-4-hydroxy-N-((S)-1-(4-(4-methylthiazol-5-yl)phenyl)ethyl)pyrrolidine-2-carboxamide